4-[(1-Acetylindolin-4-yl)amino]piperidine-1-carboxylic acid tert-butyl ester C(C)(C)(C)OC(=O)N1CCC(CC1)NC1=C2CCN(C2=CC=C1)C(C)=O